NC=1C(=NC(=CC1)Br)C(=O)NC1=CC=NC=C1 3-amino-6-bromo-N-(pyridin-4-yl)pyridinecarboxamide